BrC=1C=C2CCC3(NC2=NC1C(F)(F)F)CN(CC3)C(=O)OC(C)(C)C tert-butyl 6'-bromo-7'-(trifluoromethyl)-3',4'-dihydro-1'H-spiro[pyrrolidine-3,2'-[1,8]naphthyridine]-1-carboxylate